7-((2R,3R,4R,5S)-3,4-bis((tert-Butyldimethylsilyl)oxy)-5-((((4-methyl-2-phenylthiophen-3-yl)methyl)thio)methyl)tetrahydrofuran-2-yl)-7H-pyrrolo[2,3-d]pyrimidin-4-amine [Si](C)(C)(C(C)(C)C)O[C@H]1[C@@H](O[C@@H]([C@H]1O[Si](C)(C)C(C)(C)C)CSCC1=C(SC=C1C)C1=CC=CC=C1)N1C=CC2=C1N=CN=C2N